tert-Butyl 4-(6-methoxy-1-methyl-1H-indole-2-carbonyl)piperazine-1-carboxylate COC1=CC=C2C=C(N(C2=C1)C)C(=O)N1CCN(CC1)C(=O)OC(C)(C)C